N-{2-[4-(cyclohexylmethyl)piperazin-1-yl]-6-(pyrrolidin-1-yl)pyrimidin-4-yl}-1-(propan-2-yl)-1H-pyrazolo[4,3-c]pyridin-6-amine C1(CCCCC1)CN1CCN(CC1)C1=NC(=CC(=N1)NC1=CC2=C(C=N1)C=NN2C(C)C)N2CCCC2